ClC=1C=CC(=C(C1)C1=CC(N(C=C1OC)C(C(=O)NC1=CC(=CC=C1)F)F)=O)N1N=NC(=C1)Cl 4-(2-(4-(5-chloro-2-(4-chloro-1H-1,2,3-triazol-1-yl)phenyl)-5-methoxy-2-oxopyridin-1(2H)-yl)-2-fluoroacetamido)-2-fluorobenzene